CN1CC2=CC(=CC=C2CC1)C=1C=C2C(=NC1)NC=C2 5-(2-methyl-1,2,3,4-tetrahydroisoquinolin-7-yl)-1H-pyrrolo[2,3-b]pyridine